FC1=CC=C(C=C1)C1=NN2C(CN([C@@H](C2)C)C(=O)OC(C)(C)C)=C1 tert-butyl (6R)-2-(4-fluorophenyl)-6-methyl-6,7-dihydropyrazolo[1,5-a]pyrazine-5(4H)-carboxylate